4,5-diamino-1-(4-chloro-phenyl)methyl-1H-pyrazole NC=1C=NN(C1N)CC1=CC=C(C=C1)Cl